NC1=NC=CC(=C1[N+](=O)[O-])C=1C=NN(C1)C1=CC=C(C=N1)C(=O)OC methyl 6-(4-(2-amino-3-nitropyridin-4-yl)-1H-pyrazol-1-yl)pyridine-3-carboxylate